5-methyl-N-[4-methyl-5-({4-[(2S)-2-{[7-(pyridin-3-yl)thieno[3,2-d]pyrimidin-4-yl]amino}propyl]piperazin-1-yl}sulfonyl)-1,3-thiazol-2-yl]-1,2-oxazole-3-carboxamide CC1=CC(=NO1)C(=O)NC=1SC(=C(N1)C)S(=O)(=O)N1CCN(CC1)C[C@H](C)NC=1C2=C(N=CN1)C(=CS2)C=2C=NC=CC2